Cl.C(C1=CC=CC=C1)OC(C[C@H](COC1=CC=C(C=C1)F)N)=O (R)-3-amino-4-(4-fluorophenoxy)butyric acid benzyl ester hydrochloride salt